3-(tert-butoxy)-2-methyl-3-oxopropanoic acid C(C)(C)(C)OC(C(C(=O)O)C)=O